NCC(=O)N1[C@@H](C[C@H](C1)OC(F)F)C(=O)NCC1=CC=2C=NC=CC2N1 (2S,4R)-1-(2-aminoacetyl)-4-(difluoromethoxy)-N-(1H-pyrrolo[3,2-c]pyridin-2-ylmethyl)pyrrolidine-2-carboxamide